6-((8-methoxy-2-oxo-2H-[1,3]oxazino[5,4-c][1,8]naphthyridin-1(4H)-yl)methyl)pyridine-3-sulfonamide COC=1C=CC=2C3=C(C=NC2N1)COC(N3CC3=CC=C(C=N3)S(=O)(=O)N)=O